tert-butyl 4-{5-cyclopropyl-7H-pyrrolo[2,3-d]pyrimidin-4-yl}-2-methylpiperazine-1-carboxylate C1(CC1)C1=CNC=2N=CN=C(C21)N2CC(N(CC2)C(=O)OC(C)(C)C)C